1-hydroxy-2-(4'-(acetylamino)phenylazo)-8-acetylaminonaphthalene-3,6-disulfonic acid OC1=C(C(=CC2=CC(=CC(=C12)NC(C)=O)S(=O)(=O)O)S(=O)(=O)O)N=NC1=CC=C(C=C1)NC(C)=O